ClC1=C(C=CC(=C1)Cl)CN1N=NC(=C1)C(=O)O 1-(2,4-dichlorophenyl-methyl)-1H-1,2,3-triazole-4-carboxylic acid